2,4-dioxopentan-3-ylium O=C(C)[CH+]C(C)=O